BrC=1C=C(C(N(C1)C)=O)N1C[C@H](CC1)NC(OC(C)(C)C)=O (S)-tert-butyl (1-(5-bromo-1-methyl-2-oxo-1,2-dihydropyridin-3-yl)pyrrolidin-3-yl)carbamate